(3-fluoropyrrolidin-1-yl)(4-(7-(2-(2-hydroxypropan-2-yl)pyridin-4-yl)furo[3,2-b]pyridin-2-yl)phenyl)methanone FC1CN(CC1)C(=O)C1=CC=C(C=C1)C1=CC2=NC=CC(=C2O1)C1=CC(=NC=C1)C(C)(C)O